N[C@@H]1COCC1 3-(S)-aminotetrahydrofuran